CC=1C(=CSC1)N1N=C2N(C1=O)[C@@H](CC2)C2=CC=CC=C2 (S)-2-(4-methylthiophen-3-yl)-5-phenyl-2,5,6,7-tetrahydro-3H-pyrrolo[2,1-c][1,2,4]triazol-3-one